N-(1-(Cyclopropylsulfonyl)piperidin-4-yl)-5-(trifluoromethyl)-4-(1-(2-(trifluoromethyl)pyridin-3-yl)-1H-imidazol-4-yl)pyrimidin-2-amine C1(CC1)S(=O)(=O)N1CCC(CC1)NC1=NC=C(C(=N1)C=1N=CN(C1)C=1C(=NC=CC1)C(F)(F)F)C(F)(F)F